O=C1CC2(CC1)CCN(CC2)C(=O)OC(C)(C)C tert-Butyl 2-oxo-8-azaspiro[4.5]dec-ane-8-carboxylate